tert-butyl (2R,5S)-5-hydroxy-2-phenyl-piperidine-1-carboxylate O[C@H]1CC[C@@H](N(C1)C(=O)OC(C)(C)C)C1=CC=CC=C1